ClC1=CC=C(C=C1)C1=C(CCC(C1)(C)C)CN1C2CN(C(C1)C2)CC=2C=C1C(N(C(C1=CC2)=O)C2C(NC(CC2)=O)=O)=O 5-((5-((4'-chloro-5,5-dimethyl-3,4,5,6-tetrahydro-[1,1'-biphenyl]-2-yl)methyl)-2,5-diazabicyclo[2.2.1]heptan-2-yl)methyl)-2-(2,6-dioxopiperidin-3-yl)isoindoline-1,3-dione